6-amino-3-[3-ethyl-2-fluoro-1-(toluene-4-sulfonyl)-1H-pyrrolo[2,3-b]pyridin-5-yl]-2-fluoro-N,N-dimethylbenzamide NC1=CC=C(C(=C1C(=O)N(C)C)F)C=1C=C2C(=NC1)N(C(=C2CC)F)S(=O)(=O)C2=CC=C(C)C=C2